(R)-7-methoxy-2-methyl-N-(1-(3-nitro-5-(trifluoromethyl)phenyl)ethyl)-6-(2-oxa-6-azaspiro[3.3]heptan-6-yl)pyrido[2,3-d]pyrimidin-4-amine COC=1C(=CC2=C(N=C(N=C2N[C@H](C)C2=CC(=CC(=C2)C(F)(F)F)[N+](=O)[O-])C)N1)N1CC2(COC2)C1